C(C)(C)(C)OC1CC(N(C1)C(=O)OCC1=CC=CC=C1)C(=O)OC 1-benzyl 2-methyl 4-(tert-butoxy)pyrrolidine-1,2-dicarboxylate